C(C1=CC=CC=C1)N1[C@@H]([C@@H]2CC[C@H](C1)N2C(=O)OC(C)(C)C)C=O t-butyl (1S,2S,5R)-3-benzyl-2-formyl-3,8-diazabicyclo[3.2.1]octane-8-carboxylate